(S)-3-chloro-N-(2,4-dimethoxybenzyl)-2-fluoro-4-(1-(2-fluorophenyl)ethoxy)-N-(thiazol-2-yl)benzenesulfonamide ClC=1C(=C(C=CC1O[C@@H](C)C1=C(C=CC=C1)F)S(=O)(=O)N(C=1SC=CN1)CC1=C(C=C(C=C1)OC)OC)F